tert-butyl (R)-3-((S)-1-((S)-4-benzyl-2-oxooxazolidin-3-yl)-3-(3-bromophenyl)-1-oxopropane-2-yl-3,3-d2)pyrrolidine-1-carboxylate C(C1=CC=CC=C1)[C@@H]1N(C(OC1)=O)C([C@@H](C([2H])([2H])C1=CC(=CC=C1)Br)[C@@H]1CN(CC1)C(=O)OC(C)(C)C)=O